IC1=C(C=CC(=C1)C1=NC2=CC=C3C(=C2C=2CCCCC12)C=NN3)O 2-iodo-4-(8,9,10,11-tetrahydro-3H-pyrazolo[4,3-a]phenanthridin-7-yl)phenol